6-((1R,2R)-2-(5-bromopyrimidin-2-yl)cyclobutyl)-4-oxo-1-((R)-1-(6-(trifluoromethyl)pyridin-3-yl)ethyl)-4,5-dihydro-1H-pyrazolo[3,4-d]pyrimidine-3-carbonitrile BrC=1C=NC(=NC1)[C@H]1[C@@H](CC1)C=1NC(C2=C(N1)N(N=C2C#N)[C@H](C)C=2C=NC(=CC2)C(F)(F)F)=O